(S)-8-(2-amino-6-((R)-1-(5-chloro-3'-isopropyl-[1,1'-biphenyl]-2-yl)-2,2,2-trifluoroethoxy)pyrimidin-4-yl)-2,8-diazaspiro[4.5]decane-3-carboxylic acid NC1=NC(=CC(=N1)N1CCC2(C[C@H](NC2)C(=O)O)CC1)O[C@@H](C(F)(F)F)C1=C(C=C(C=C1)Cl)C1=CC(=CC=C1)C(C)C